C(C)(C)(C)OC(CC(CC1CC1)=O)=O.C12(CC(C1)C2)C(=O)N2[C@H]([C@H](C(C2)(F)F)NS(=O)(=O)C)CC=2C(=C(C=CC2)C2=CC(=CC(=C2)F)F)F N-{(2s,3r)-1-(bicyclo[1.1.1]pentane-1-carbonyl)-4,4-difluoro-2-[(2,3',5'-trifluoro[1,1'-biphenyl]-3-yl)methyl]pyrrolidin-3-yl}methanesulfonamide tert-butyl-4-cyclopropyl-3-oxobutanoate